1-(4-fluorobenzyl)naphthalene-1,8-diamine FC1=CC=C(CC2(CC=CC3=CC=CC(=C23)N)N)C=C1